(S)-5-(4-Methoxy-1H-indole-2-carbonyl)-N-((S)-1-oxo-3-((S)-2-oxopyrrolidin-3-yl)propan-2-yl)-5-azaspiro[2.4]heptane-6-carboxamide COC1=C2C=C(NC2=CC=C1)C(=O)N1CC2(CC2)C[C@H]1C(=O)N[C@H](C=O)C[C@H]1C(NCC1)=O